ClC1=C(C(=C(N=N1)OC1=CC(=CC=C1)C(F)(F)F)C1=NOCC(N1)CC1=C(C=C(C=C1)C)C)OCCOC [6-chloro-5-(2-methoxyethoxy)-3-[3-(trifluoro-methyl)phenoxy]pyridazin-4-yl]-5-[(2,4-dimethylphenyl)methyl]-5,6-dihydro-4H-1,2,4-oxadiazine